(S)-N-(5-(cyclopropylmethoxy)pyridin-2-yl)-2-((S)-4,4-difluoro-3-(5-(2-hydroxy-propan-2-yl)-6-oxo-1,6-dihydropyridin-3-yl)piperidin-1-yl)propanamide C1(CC1)COC=1C=CC(=NC1)NC([C@H](C)N1C[C@@H](C(CC1)(F)F)C1=CNC(C(=C1)C(C)(C)O)=O)=O